2,4-DIMETHYLPENTANE CC(C)CC(C)C